8-bromo-2-(4-chloro-2-fluorophenyl)-4-fluoro-2H-chromen BrC=1C=CC=C2C(=CC(OC12)C1=C(C=C(C=C1)Cl)F)F